5-[(1S,4R,5R)-5-[[5-cyclopropyl-3-(2,6-dichlorophenyl)-1,2-oxazol-4-yl]methoxy]-3-oxo-2-azabicyclo[2.2.1]heptan-2-yl]-2,3-dihydro-1H-indene-2-carboxylic acid C1(CC1)C1=C(C(=NO1)C1=C(C=CC=C1Cl)Cl)CO[C@H]1[C@@H]2C(N([C@H](C1)C2)C=2C=C1CC(CC1=CC2)C(=O)O)=O